[Si](C)(C)(C(C)(C)C)OC1(CC(C1)N1C2=C(C3=C1N=NC(=C3)Cl)CCC2)C 8-((1s,3s)-3-{[tert-butyl(dimethyl)silyl]oxy}-3-methylcyclobutyl)-3-chloro-5,6,7,8-tetrahydrocyclopenta[4,5]pyrrolo[2,3-c]pyridazine